C(C)OC=1N=CC2=C(N1)NC=C2C=2C=C1C=CC=NC1=CC2 6-(2-ethoxy-7H-pyrrolo[2,3-d]pyrimidin-5-yl)quinoline